N-(5,5-difluoropiperidin-3-yl)-2-methyl-5-[(4-methyl-1,3-thiazol-5-yl)methoxy]pyrazolo[1,5-a]pyridine-3-carboxamide FC1(CC(CNC1)NC(=O)C=1C(=NN2C1C=C(C=C2)OCC2=C(N=CS2)C)C)F